C(C)(C)(C)OC(N[C@H](C)C1=C(C(=CC=C1)C([C@](C)(O)C1CC1)(F)F)F)=O |o1:16| ((R)-1-(3-((R or S)-2-cyclopropyl-1,1-difluoro-2-hydroxypropyl)-2-fluorophenyl)ethyl)carbamic acid tert-butyl ester